ClC1=NC=C(C(=N1)OC1=NC=2C=CC3=C(C2N=C1)C1=C(S3)C(N[C@@H](CN1)C)=O)CN1C(C(CC1)C)=O (10R)-3-((2-chloro-5-((3-methyl-2-oxopyrrolidin-1-yl)methyl)pyrimidin-4-yl)oxy)-10-methyl-9,10,11,12-tetrahydro-8H-[1,4]diazepino[5',6':4,5]thieno[3,2-f]quinoxalin-8-one